NC1=C(C=NN1C=1C=NC(=CC1C)OC1=C(C=CC=C1F)F)C(=O)C1=CC2=C3CCCNC3=CC=C2N1 (5-Amino-1-{6-[(2,6-difluorophenyl)oxy]-4-methylpyridin-3-yl}pyrazol-4-yl)(6,7,8,9-tetrahydro-3H-pyrrolo[3,2-f]quinolin-2-yl)methanone